N-(4-((6-carbamoyl-7-methoxyquinolin-4-yl)oxy)-2-(trifluoromethyl)phenyl)-N-cyclopropylcyclopropane-1,1-dicarboxylic acid amide C(N)(=O)C=1C=C2C(=CC=NC2=CC1OC)OC1=CC(=C(C=C1)N(C(=O)C1(CC1)C(=O)O)C1CC1)C(F)(F)F